Cl.C(C)OC(C(CC(=O)O)C1=CC=2CN(CCC2S1)C(C(=O)C1CC1)C1=C(C=CC=C1)F)=O 5-(2-cyclopropyl-1-(2-fluorophenyl)-2-oxoethyl)-4,5,6,7-tetrahydrothieno[3,2-c]pyridin-2-yl-succinic acid ethyl ester hydrochloride